CS(=O)(=O)OCCCCCN(C1CCC(CC1)(F)F)C(=O)OC(C)(C)C 5-((tert-Butoxycarbonyl)(4,4-difluorocyclohexyl)amino)pentyl methanesulfonate